NC1C(CCC1)CNC1=C2C(N(C(C2=CC=C1)=O)C1C(NC(CC1)=O)=O)=O 4-(((2-Aminocyclopentyl)methyl)amino)-2-(2,6-dioxopiperidin-3-yl)isoindoline-1,3-dione